[N+](=O)([O-])C1=C(C=CC(=C1)[N+](=O)[O-])NO 2,4-dinitrophenylhydroxylamine